ClC1=C(C(=CC=C1)F)NC=1N(C2=NC(=NC=C2N1)NC1CCC(CC1)(F)F)C1CCC(CC1)C(=O)N (1s,4s)-4-(8-(2-chloro-6-fluorophenylamino)-2-(4,4-difluorocyclohexylamino)-9H-purin-9-yl)cyclohexanecarboxamide